[2-(piperidin-4-yl)ethyl]-6alpha-hydroxymethylandrostane-7,17-dione N1CCC(CC1)CCC[C@@]12C(CC[C@H]1[C@@H]1C([C@@H](C3CCCC[C@]3(C)[C@H]1CC2)CO)=O)=O